1-hexylpyridinium dichloroiodate I(=O)(=O)Cl.I(=O)(=O)Cl.C(CCCCC)[N+]1=CC=CC=C1